tert-Butyl (3R)-4-(10-((1-benzyl-4-oxo-1,4-dihydro-5H-pyrazolo[3,4-d]pyrimidin-5-yl)methyl)-10-hydroxy-7-azaspiro[4.5]decane-7-carbonyl)-3-phenylpiperazine-1-carboxylate C(C1=CC=CC=C1)N1N=CC2=C1N=CN(C2=O)CC2(CCN(CC21CCCC1)C(=O)N1[C@@H](CN(CC1)C(=O)OC(C)(C)C)C1=CC=CC=C1)O